1-(2-bromoethyl)-3-[(tert-butyldiphenylsilyl)oxy]azetidine BrCCN1CC(C1)O[Si](C1=CC=CC=C1)(C1=CC=CC=C1)C(C)(C)C